N1CC(C1)OCCCC1=CC=CC=2N(C(N(C21)C)=O)C2C(NC(CC2)=O)=O 3-[4-[3-(Azetidin-3-yloxy)propyl]-3-methyl-2-oxo-benzimidazol-1-yl]piperidine-2,6-dione